C(C)(C)(C)OC(=O)N1[C@@H](CCC1)C1=C2CCN(CC2=CC(=C1)C=1C=C2C(=NC1)N(C=C2C)C(=O)OC(C)(C)C)C(=O)[C@H]2COCC2 tert-butyl 5-(5-((S)-1-(tert-butoxycarbonyl) pyrrolidin-2-yl)-2-((R)-tetrahydrofuran-3-carbonyl)-1,2,3,4-tetrahydroisoquinolin-7-yl)-3-methyl-1H-pyrrolo[2,3-b]pyridine-1-carboxylate